3-(3-(4-(2-(pyridin-3-yl)acetamido)phenoxy)azetidin-1-yl)-2-(1H-pyrrol-1-yl)benzoic acid N1=CC(=CC=C1)CC(=O)NC1=CC=C(OC2CN(C2)C=2C(=C(C(=O)O)C=CC2)N2C=CC=C2)C=C1